N[C@@H]1CN(CC1)C1=C(C=NC=C1C1=NC2=C(N1)C=CC=C2F)C=2C=CC(=C(C#N)C2)F 5-{4-[(3S)-3-aminopyrrolidin-1-yl]-5-(4-fluoro-1H-1,3-benzodiazol-2-yl)pyridin-3-yl}-2-fluorobenzonitrile